(4-methylphenyl)phenylketone CC1=CC=C(C=C1)C(=O)C1=CC=CC=C1